FC1=CC=C2C(N3C(C2=C1)=CN=C3)C3C(CN(CC3)S(=O)(=O)C)O 4-(8-fluoro-5H-imidazo[5,1-a]isoindol-5-yl)-1-(methylsulfonyl)piperidin-3-ol